C1(CC1)C1=CC(=NN1)NC1=NC(=NC=C1)N(C1CC2(CN(C2)CC2=CC(=CC=C2)S(=O)(=O)C)C1)C N4-(5-cyclopropyl-1H-pyrazol-3-yl)-N2-methyl-N2-(2-(3-(methylsulfonyl)benzyl)-2-azaspiro[3.3]hept-6-yl)pyrimidine-2,4-diamine